5'-methyl-4-pentyl-2'-(prop-1-en-2-yl)-3-(9H-purin-8-yl)-[1,1'-biphenyl]-2,6-diol CC=1C=CC(=C(C1)C=1C(=C(C(=CC1O)CCCCC)C=1NC2=NC=NC=C2N1)O)C(=C)C